C(C)(C)(C)OC(=O)N1C[C@H]2C=C([C@@H](C1)N2C(C)(C)C2=CC=CC=C2)C#N (1R,5S)-6-cyano-8-(2-phenylpropan-2-yl)-3,8-diazabicyclo[3.2.1]oct-6-ene-3-carboxylic acid tert-butyl ester